(3R,8S*)-tert-butyl-8-(cyanomethyl)-11,11-difluoro-8-hydroxy-3-methyl-3,4,8,9,10,11-hexahydro-1H-pyrido[4',3':3,4]pyrazolo[1,5-a]azepine-2(7H)-carboxylate C(C)(C)(C)OC(=O)N1CC=2C(=NN3C2C(CC[C@](C3)(O)CC#N)(F)F)C[C@H]1C |o1:17|